3-(3-pyridinyl)-1-(4-pyridinyl)-2-propen N1=CC(=CC=C1)C=CCC1=CC=NC=C1